C(C)(C)N1N=C(C=C1)S(=O)(=O)NC(NC1=C2CCCC2=CC=C1C1=CC(=NC=C1)OC1CC=C(CC1)B1OC(C(O1)(C)C)(C)C)=O 1-isopropyl-N-((5-(2-((4-(4,4,5,5-tetramethyl-1,3,2-dioxaborolan-2-yl)cyclohex-3-en-1-yl)oxy)pyridin-4-yl)-2,3-dihydro-1H-inden-4-yl)carbamoyl)-1H-pyrazole-3-sulfonamide